NC1=NC=CC(=C1F)CC=1C(=C(C(=C(C(=O)NOCCO)C1)NC1=C(C=C(C=C1)I)F)F)F 5-[(2-amino-3-fluoropyridin-4-yl)methyl]-3,4-difluoro-2-(2-fluoro-4-iodoanilino)-N-(2-hydroxyethoxy)benzamide